bis[4-(3-aminophenoxy)phenyl]sulfoxide NC=1C=C(OC2=CC=C(C=C2)S(=O)C2=CC=C(C=C2)OC2=CC(=CC=C2)N)C=CC1